3-(4-bromo-3,6-dimethyl-2-oxo-benzimidazol-1-yl)-1-[(4-methoxyphenyl)methyl]piperidine-2,6-dione BrC1=CC(=CC=2N(C(N(C21)C)=O)C2C(N(C(CC2)=O)CC2=CC=C(C=C2)OC)=O)C